BrC=1C=C(CN2N=C(N=C2NC2=CC=CC=C2)N)C=CC1 1-(3-bromobenzyl)-N5-phenyl-1H-1,2,4-triazole-3,5-diamine